O1CCC2=C1C=CC(=C2)NC2=CC(=CNC2=O)C2=CC=NC=C2 5-((2,3-dihydrobenzofuran-5-yl)amino)-[3,4'-bipyridin]-6(1H)-one